(R)-N-(1-(3-amino-5-(trifluoromethyl)phenyl)ethyl)-2,8-dimethyl-6-morpholinoimidazo[1',2':1,6]pyrido[2,3-d]pyrimidin-4-amine NC=1C=C(C=C(C1)C(F)(F)F)[C@@H](C)NC=1C2=C(N=C(N1)C)N1C(C(=C2)N2CCOCC2)=NC(=C1)C